ClC=1N=C(C2=C(N1)N(C(=C2)C)[C@H]2[C@@H]([C@@H]([C@H](O2)COCP(O)(O)=O)O)O)NC2CCCC2 [(2R,3S,4R,5R)-5-[2-chloro-4-(cyclopentyl-amino)-6-methyl-pyrrolo[2,3-d]-pyrimidin-7-yl]-3,4-dihydroxy-tetrahydro-furan-2-yl]methoxy-methylphosphonic acid